OC=1C(=NC=CC1)CNC(OC(C)(C)C)=O t-butyl ((3-hydroxypyridin-2-yl)methyl)carbamate